Cl.CN(C/C=C/C(=O)Cl)C (E)-4-(dimethylamino)2-butenoyl chloride HCl salt